(S,R,R)-N'-((3,5-dimethyl-1,2,3,5,6,7-hexahydro-dicyclopenta[b,e]pyridin-8-yl)carbamoyl)-4-(2-hydroxypropan-2-yl)thiophene-2-sulfonimidamide C[C@@H]1CCC=2C1=NC1=C(C2NC(=O)N=[S@@](=O)(N)C=2SC=C(C2)C(C)(C)O)CC[C@H]1C